2-(9-Oxo-2-((R)-2-phenylpropanoyl)-7-oxa-2,10-diazaspiro[5.6]dodecan-10-yl)acetic acid O=C1COC2(CCCN(C2)C([C@H](C)C2=CC=CC=C2)=O)CCN1CC(=O)O